FC1=C(C(=NN1C1=CC=CC=C1)C(F)(F)F)C1=CC=C(C=C1)F 5-fluoro-1-phenyl-4-(4-fluorophenyl)-3-trifluoromethyl-1H-pyrazole